C(C)(C)(C)NC(=S)NC(C)(C)C 1,3-di-tert-butylthiourea